FC1(CN(CC1)C1=NC=CC(=C1NC(=O)N1CC2=CC=CC(=C2C1)F)C1=C(C=CC=C1)F)F N-[2-(3,3-difluoropyrrolidin-1-yl)-4-(2-fluoro-phenyl)-3-pyridyl]-4-fluoro-isoindoline-2-carboxamide